NC1CC(C1)N1CCC(CC1)N1N=CC(=C1C)C=1C=C(C=2N(C1)N=CC2C#N)OC 6-[1-[1-(3-Aminocyclobutyl)-4-piperidyl]-5-methyl-pyrazol-4-yl]-4-methoxy-pyrazolo[1,5-a]pyridine-3-carbonitrile